The molecule is a member of the class of xanthones that is 9H-xanthen-9-one substituted by hydroxy groups at positions 1, 2, 6 and 8. It has a role as a plant metabolite. It is a member of xanthones and a polyphenol. C1=CC2=C(C(=C1O)O)C(=O)C3=C(C=C(C=C3O2)O)O